3-(2,6-difluoro-3,5-dimethoxyphenyl)-7-(1,3-dimethyl-1H-pyrazol-4-yl)-1-isopropyl-3,4-dihydropyrido[4,3-d]pyrimidin-2(1H)-one FC1=C(C(=C(C=C1OC)OC)F)N1C(N(C2=C(C1)C=NC(=C2)C=2C(=NN(C2)C)C)C(C)C)=O